FC1(CCC(CC1)CCN1[C@@H]([C@H]([C@@H]([C@H](C1)O)O)O)C)F (2R,3R,4R,5S)-1-(2-(4,4-difluorocyclohexyl)ethyl)-2-methylpiperidine-3,4,5-triol